C[C@H]1[C@@H]2CC[C@@]3([C@H](CCC(=C)[C@H]3[C@@H]2OC1=O)O)C The molecule is a eudesmane sesquiterpenoid in which the eudesmane skeleton is substituted with an alpha-hydroxy group at C-1 (eudesmane numbering) and a methylidene group at C-4, and includes a lactone ring formed between C-12 and a beta-hydroxy group at C-6. It is isolated from Eunicea sp. and exhibits significant inhibitory effect upon the growth of the malarial parasite Plasmodium falciparum It has a role as a metabolite and an antimalarial. It is a eudesmane sesquiterpenoid, an organic heterotricyclic compound, a gamma-lactone and a secondary alcohol.